1,2,5,6-tetrahydropyridine-3-carboxylate N1CC(=CCC1)C(=O)[O-]